(5-((4-carboxy-1-ethoxy-1-oxobutan-2-yl)amino)-5-oxopentyl)triphenylphosphonium bromide [Br-].C(=O)(O)CCC(C(=O)OCC)NC(CCCC[P+](C1=CC=CC=C1)(C1=CC=CC=C1)C1=CC=CC=C1)=O